2,2,4,4,6,6-hexapropyl-1,3-dioxa-5-thia-2,4,6-Trisilacyclohexane C(CC)[Si]1(O[Si](S[Si](O1)(CCC)CCC)(CCC)CCC)CCC